16-Eicosenoic acid C(CCCCCCCCCCCCCCC=CCCC)(=O)O